CC1=C(C=C(C=C1O)O)O 2-Methylbenzene-1,3,5-triol